FC=1C(=C(NC2=C(NC3=C2C(NCC3C(C=O)CC)=O)C3=C(C=NC=C3)OCC3CCNCC3)C=CC1)OC [3-(3-fluoro-2-methoxy-anilino)-4-oxo-2-[3-(4-piperidinylmethoxy)-4-pyridinyl]-1,5,6,7-tetrahydropyrrolo[3,2-c]pyridin-7-yl]butanal